NC1=C(NC(=C1)C1=CC=CC=C1)C(=O)OCC Ethyl 3-amino-5-phenyl-1H-pyrrole-2-carboxylate